N=1C=C(N2C1C=CC=C2)CNC2=CC=C(C=N2)C(=O)OC Methyl 6-[({imidazo[1,2-a]pyridin-3-yl}methyl)amino]pyridine-3-carboxylate